(4-Fmoc-2-methoxy-5-nitrophenoxy)butanoic acid C(=O)(OCC1C2=CC=CC=C2C2=CC=CC=C12)C1=CC(=C(OC(C(=O)O)CC)C=C1[N+](=O)[O-])OC